3-FORMYL-1H-PYRROLO[3,2-B]PYRIDINE-6-CARBONITRILE C(=O)C1=CNC=2C1=NC=C(C2)C#N